7-(3-chloro-4,5-difluorophenyl)-5,6,7,8-tetrahydro-2,7-naphthyridine-3-carboxylic acid ClC=1C=C(C=C(C1F)F)N1CCC=2C=C(N=CC2C1)C(=O)O